FC1=C(C(=C(C(=C1B1OCCO1)F)F)F)F 2-(Pentafluorophenyl)-1,3,2-Dioxaborolan